methyl 2-((1S)-1-(4-(2-(5-chloropyridin-2-yl)-2-methylbenzo[d][1,3]dioxol-4-yl)-piperidin-1-yl) ethyl)-3-(((S)-oxetan-2-yl) methyl)-3H-imidazo[4,5-b]pyridine-5-carboxylate ClC=1C=CC(=NC1)C1(OC2=C(O1)C=CC=C2C2CCN(CC2)[C@@H](C)C2=NC=1C(=NC(=CC1)C(=O)OC)N2C[C@H]2OCC2)C